FC1=CC=C(C=N1)N1CCN(CC1)CC(=O)NO 2-(4-(6-fluoropyridin-3-yl)piperazin-1-yl)-N-hydroxyacetamide